1-[3-(3,5-Difluorophenyl)-6-{2-[(hydroxyimino)methyl]pyridin-3-yl}chinolin-4-yl]piperidin-4-amin FC=1C=C(C=C(C1)F)C=1C=NC2=CC=C(C=C2C1N1CCC(CC1)N)C=1C(=NC=CC1)C=NO